3-((1-cyclopropyl-6-fluoro-1H-benzo[d]imidazol-5-yl)ethynyl)-1-((3s,5r)-5-(methoxymethyl)-1-propynylpyrrolidin-3-yl)-5-(methylamino)-1H-pyrazole-4-carboxamide C1(CC1)N1C=NC2=C1C=C(C(=C2)C#CC2=NN(C(=C2C(=O)N)NC)[C@@H]2CN([C@H](C2)COC)C#CC)F